Argininium [NH3+][C@@H](CCCNC(N)=N)C(=O)O